C(C)(C)(C)OC(=O)N1C(CC1)OC(COS(=O)(=O)C)C (1-((methylsulfonyl)oxy)propane-2-oxy)azetidine-1-carboxylic acid tert-butyl ester